2-[2-[2-(2,6-dioxo-3-piperidyl)-1,3-dioxo-isoindolin-5-yl]oxyethoxy]ethoxymethyl 4-methylbenzenesulfonate CC1=CC=C(C=C1)S(=O)(=O)OCOCCOCCOC=1C=C2C(N(C(C2=CC1)=O)C1C(NC(CC1)=O)=O)=O